(5-bicyclo[2.2.1]hept-2-enyl)methyl-diethoxysilane C12C=CC(C(C1)C[SiH](OCC)OCC)C2